ClC1=CC=C(C=C1)C=1C=2C=CC=3N(C2N=C(C1)C1=CCC1)C=C(N3)C(=O)OCC ethyl 4-(4-chlorophenyl)-2-(cyclobut-1-en-1-yl)imidazo[1,2-a][1,8]naphthyridine-8-carboxylate